COC=1C=C2C(=NC=NC2=CC1OC)N1CCC(CCC1)CCP(O)(O)=O (2-(1-(6,7-dimethoxyquinazolin-4-yl)azepan-4-yl)ethyl)phosphonic acid